NC1CC(CC(C1)(C)C\N=C(/O)\C1=CC=C(C(=O)O)C=C1)(C)C 4-[(Z)-N-[(5-Amino-1,3,3-trimethyl-cyclohexyl)methyl]-C-hydroxy-carbonimidoyl]benzoic acid